6-isopropoxy-N-(4-(pyridin-3-yl)quinolin-8-yl)nicotinamide C(C)(C)OC1=NC=C(C(=O)NC=2C=CC=C3C(=CC=NC23)C=2C=NC=CC2)C=C1